1-[4-[(2S,5S)-5-[(4-fluorophenoxy)methyl]tetrahydrofuran-2-yl]but-3-ynyl]-1-hydroxy-urea FC1=CC=C(OC[C@@H]2CC[C@H](O2)C#CCCN(C(=O)N)O)C=C1